COP(=O)(C1=CC=CC=C1)C(C=C)=O Methyl-acryloylphenylphosphinat